FC1=C2C=CC=NC2=CC=C1[N+](=O)[O-] 5-fluoro-6-nitroquinoline